C(C)N1N=C(C=C1)C 2-ethyl-5-methyl-pyrazole